C1(CC1)N1N=CC(=C1)C1=CC=C(C=C1)CN 1-[4-(1-cyclopropyl-1H-pyrazol-4-yl)phenyl]methanamine